6-ethyl-4-hydroxynicotinic acid ethyl ester C(C)OC(C1=CN=C(C=C1O)CC)=O